(S)-7-(3-(2-(5-Tosyl-5H-pyrrolo[2,3-b]pyrazin-7-yl)thiazol-4-yl)phenyl)-6,7-dihydro-5H-pyrrolo[1,2-a]imidazol-7-ol S(=O)(=O)(C1=CC=C(C)C=C1)N1C=C(C=2C1=NC=CN2)C=2SC=C(N2)C=2C=C(C=CC2)[C@]2(CCN1C2=NC=C1)O